CC1=C(OC2=C(C=C(C=C2C1=O)C)C(C)NC1=C(C(=O)O)C=CC=C1)C=1C=NC=CC1 2-[1-[3,6-Dimethyl-4-oxo-2-(3-pyridyl)chromen-8-yl]ethylamino]benzoic acid